ClC=1N=NC(=CC1C(=O)NC1(CC1)C#N)OC[C@H](C)NS(=O)(=O)C(F)(F)F 3-chloro-N-(1-cyanocyclopropyl)-6-[(2S)-2-(trifluoromethylsulfonylamino)propoxy]pyridazine-4-carboxamide